(2,5-dimethoxy-4-(2-((2-methoxybenzyl)amino)ethyl)phenyl)(imino)(methyl)-λ6-sulfanone hydrochloride Cl.COC1=C(C=C(C(=C1)CCNCC1=C(C=CC=C1)OC)OC)S(=O)(C)=N